The molecule is a 2-deoxy-alpha-D-glucoside having an L-cysteinylamino group at the 2-position and an inosityl group attached at the 1-position. It derives from a myo-inositol. It is a conjugate base of a 1D-myo-inositol 2-(L-cysteiniumylamino)-2-deoxy-alpha-D-glucopyranoside. C([C@@H]1[C@H]([C@@H]([C@H]([C@H](O1)OC2[C@@H]([C@H](C([C@H]([C@H]2O)O)O)O)O)NC(=O)[C@H](CS)N)O)O)O